C(C1=CC=CC=C1)OC(=O)N1[C@H](OC([C@H]1CS(=O)(=O)C)=O)C(C)(C)C (2r,4s)-2-(tert-butyl)-4-((methylsulfonyl)methyl)-5-oxooxazolidine-3-carboxylic acid benzyl ester